3-fluoro-5-methoxybenzene-1-carboxaldehyde FC=1C=C(C=C(C1)OC)C=O